C1(\C=C/CCCCC)C(=O)OC1=O cis-2-octene-1,1-dicarboxylic acid anhydride